C(CCCCCCCCCCCC)(=O)OCC(O)CO Glyceryl monotridecanoate